CN1C(=NC2=C1C=C(C(=C2)C2=CC=CN1C(=CC=C21)C(=O)C2=CC(=C(C(=C2)F)NC(\C=C\CNC21CCC(CC2)(C1)F)=O)F)C(F)(F)F)C (E)-N-(4-(8-(1,2-dimethyl-6-(trifluoromethyl)-1H-benzo[d]imidazol-5-yl)indolizine-3-carbonyl)-2,6-difluorophenyl)-4-((4-fluorobicyclo[2.2.1]heptan-1-yl)amino)but-2-enamide